4-(2-pyridin-2-yl-5,6-dihydro-4H-pyrrolo[1,2-b]pyrazol-3-yl)-quinolin N1=C(C=CC=C1)C=1C(=C2N(N1)CCC2)C2=CC=NC1=CC=CC=C21